C1=CC(=C(C=C1O)N[C@@H](CCC(=O)N[C@@H](CS)C(=O)NCC(=O)O)C(=O)O)O Glutathionyl-hydroquinone